ClC1=C2N=CN(C2=NC=N1)CC(=O)C 6-chloro-9-(acetonyl)purine